1-[(3-Iodo-4-{[1-(trifluoromethyl)cyclopropyl]methoxy}phenyl)carbonyl]-4-{5-methyl-[1,3]oxazolo[4,5-b]pyridin-2-yl}piperazine IC=1C=C(C=CC1OCC1(CC1)C(F)(F)F)C(=O)N1CCN(CC1)C=1OC=2C(=NC(=CC2)C)N1